N(=[N+]=[N-])C(=O)[C@H]1[C@H]([C@@H]2C=C[C@H]1C2)C(=O)OC methyl (1S,2S,3R,4R)-3-(azidocarbonyl)bicyclo[2.2.1]hept-5-ene-2-carboxylate